C(C)OC(CC1=C(C=CC=C1OC)OC)=O (2,6-dimethoxyphenyl)acetic acid ethyl ester